C1(CC1)C(=O)NC=1SC2=C(C1C(=O)NCC(C)(C)F)CC(CC2)N2C(=NN=C2)NC=2N(N=C(C2)C)C 2-(cyclopropanecarbonylamino)-5-[3-[(2,5-dimethylpyrazol-3-yl)amino]-1,2,4-triazol-4-yl]-N-(2-fluoro-2-methyl-propyl)-4,5,6,7-tetrahydrobenzothiophene-3-carboxamide